CN1N=C(C=C1S(=O)(=O)N1CC2(C1)CN(C2)CC2(CCOCC2)C)C(F)(F)F 2-((1-methyl-3-(trifluoromethyl)-1H-pyrazol-5-yl)sulfonyl)-6-((4-methyltetrahydro-2H-pyran-4-yl)methyl)-2,6-diazaspiro[3.3]heptane